N-[5-[4-[(2-cyanopyrimidin-4-yl)amino]cyclohexoxy]-7-morpholino-1,6-naphthyridin-3-yl]methanesulfonamide C(#N)C1=NC=CC(=N1)NC1CCC(CC1)OC1=C2C=C(C=NC2=CC(=N1)N1CCOCC1)NS(=O)(=O)C